ClC1=C(C(=CC(=C1)F)Cl)C1=CC=NC2=CC(=CC=C12)O[C@@H](C(=O)N1CCCCC1)C (3S)-1-[(2R)-2-[[4-(2,6-Dichloro-4-fluoro-phenyl)-7-quinolyl]oxy]propanoyl]piperidin